C(C1=CC=CC=C1)[C@H]1N(CCN(C1)S(=O)(=O)C)C1=CC2=C(C=N1)C(=NN2C)C=2C(=C(C(=CC2)Cl)O)F (R)-3-(6-(2-Benzyl-4-(methylsulfonyl)piperazin-1-yl)-1-methyl-1H-pyrazolo[4,3-c]pyridin-3-yl)-6-chloro-2-fluorophenol